CN1C[C@@H]([C@@H](CC1)NC(=O)C1=CC(=CC=2N(C=NC21)CC(F)(F)F)C#CCNC=2C(OC)=CC=C(C2)C(NC)=O)C N-[(3S,4R)-1-methyl-3-methyl-4-piperidyl]-6-{3-[4-(N-methylcarbamoyl)-2-anisidino]-1-propynyl}-1-(2,2,2-trifluoroethyl)-1H-1,3-benzimidazole-4-carboxamide